2-(3-(1-methyl-4-(4-methyl-4H-1,2,4-triazol-3-yl)-1H-pyrazol-5-yl)phenyl)-4-(trifluoromethyl)isoindolin-1-one CN1N=CC(=C1C=1C=C(C=CC1)N1C(C2=CC=CC(=C2C1)C(F)(F)F)=O)C1=NN=CN1C